C1(CC1)NC(C1=C(C=CC=C1)SC1=CC=C2C(=NNC2=C1)\C=C\C1=NC=CC(=C1)CCCN1CCCC1)=O N-cyclopropyl-2-({3-[(E)-2-{4-[3-(pyrrolidin-1-yl)propyl]pyridin-2-yl}vinyl]-1H-indazol-6-yl}thio)benzamide